2,6-di-t-butylhydroquinone C(C)(C)(C)C1=C(O)C(=CC(=C1)O)C(C)(C)C